Cl.C(C)C1=CSC2=C1CC(CC2)N 3-ethyl-4,5,6,7-tetrahydrobenzothiophen-5-amine hydrochloride